tert-butyl (3r,5r)-3-(((tert-butyldiphenylsilyl) oxy) methyl)-5-methylmorpholine-4-carboxylate [Si](C1=CC=CC=C1)(C1=CC=CC=C1)(C(C)(C)C)OC[C@@H]1N([C@@H](COC1)C)C(=O)OC(C)(C)C